(S)-2-(bis(4-methoxybenzyl)amino)-4-((1-hydroxyhexan-2-yl)amino)pyrido[4,3-d]pyrimidin-5(6H)-one COC1=CC=C(CN(C=2N=C(C3=C(N2)C=CNC3=O)N[C@H](CO)CCCC)CC3=CC=C(C=C3)OC)C=C1